OCCCCCCCCCCCCCCCCCCCCCCCCCCCOC(CCCCCCCCCC=CCCCCCCCC)=O.C(C)(=O)N1CC(C1)NC(C1=C(C=NC=C1NC1=C(C=C(C=C1)I)F)F)=O N-(1-acetylazetidin-3-yl)-3-fluoro-5-((2-fluoro-4-iodophenyl)amino)isonicotinamide 27-hydroxyheptacosyl-eicos-11-enoate